methyl 2-(3-(5-(4-fluoro-3-((3-((4-methyl-5-(pyrimidin-4-yl)-4H-1,2,4-triazol-3-yl)methylamino)benzamido)methyl)phenoxy)pentyloxy)propoxy)acetate FC1=C(C=C(OCCCCCOCCCOCC(=O)OC)C=C1)CNC(C1=CC(=CC=C1)NCC1=NN=C(N1C)C1=NC=NC=C1)=O